ClC1=CC=C(OC(C(O)C(C)(C)C)N2N=CN=C2)C=C1 Beta-(4-Chlorophenoxy)-alpha-(1,1-dimethylethyl)-1H-1,2,4-triazole-1-ethanol